C(C)C1=CC=C(O1)CC=1N=C2N(C=C(N=C2CC2=C(C=CC=C2)F)C2=CC=CC=C2)C1CC(=O)[O-] 2-((5-Ethylfuran-2-yl)methyl)-8-(2-Fluorobenzyl)-6-phenylimidazo[1,2-a]pyrazin-3-yl-acetat